CN1N=C(C(=C1)C=1C=C2C(=NC1)C(=CN2C)C(=O)N)C 6-(1,3-dimethyl-1H-pyrazol-4-yl)-1-methyl-1H-pyrrolo[3,2-b]pyridine-3-carboxamide